COC1=C(C[C@H](N)C)C=C(C(=C1)I)OC (R)-2,5-dimethoxy-4-iodo-amphetamine